NC=1C=C(C=C(C1)Cl)NC1=C2N=CN(C2=NC(=N1)N[C@H]1CNCC1)C(C)C (R)-N6-(3-AMINO-5-CHLOROPHENYL)-9-ISOPROPYL-N2-(PYRROLIDIN-3-YL)-9H-PURINE-2,6-DIAMINE